2-chloro-1,3-bis(8-phenylnaphthalen-1-yl)-1,3-dihydrobenzo[d][1,3,2]diazaphosphole 2-oxide ClP1(N(C2=C(N1C1=CC=CC3=CC=CC(=C13)C1=CC=CC=C1)C=CC=C2)C2=CC=CC1=CC=CC(=C21)C2=CC=CC=C2)=O